ClC=1C=CC(=C(C1)N1C(C(N(CC1)[C@H](C(=O)NC=1C=C2C=C(N(C2=CC1)C(=O)OC(C)(C)C)C(=O)OC(C)(C)C)CC1=CC=C(C=C1)NC(=O)N[C@@H](C)CCO)=O)=O)N1N=NN=C1 di-tert-butyl 5-((S)-2-(4-(5-chloro-2-(1H-tetrazol-1-yl) phenyl)-2,3-dioxopiperazin-1-yl)-3-(4-(3-((S)-4-hydroxybut-2-yl) ureido) phenyl) propionamido)-1H-indole-1,2-dicarboxylate